5-(4-((3-ethyl-9-fluoro-2-oxo-2,3-dihydro-1H-pyrimido[4,5,6-de]quinazolin-8-yl)methyl)piperazin-1-yl)-N-(1-(hydroxymethyl)cyclopropyl)-6-methylpicolinamide C(C)N1C(NC2=C(C(=CC=3C2=C1N=CN3)CN3CCN(CC3)C=3C=CC(=NC3C)C(=O)NC3(CC3)CO)F)=O